2-(3,5-dihydroxyl-4-isopropylphenyl)-3-phenyl-acrylic acid OC=1C=C(C=C(C1C(C)C)O)C(C(=O)O)=CC1=CC=CC=C1